CC1(CCN(CC1)CC=1NC2=CC(=CC=C2C1)CNC(=O)C=1N=C2N(C(C1)=O)C=CC=C2)C N-[[2-[(4,4-dimethyl-1-piperidyl)methyl]-1H-indol-6-yl]methyl]-4-oxo-pyrido[1,2-a]pyrimidine-2-carboxamide